N-(tert-butyl)-3-((2-((4-(4-(4-(2-(2,4-dioxotetrahydropyrimidin-1(2H)-yl)benzyl)piperazin-1-yl)piperidin-1-yl)phenyl)amino)-5-methylpyrimidin-4-yl)amino)benzenesulfonamide C(C)(C)(C)NS(=O)(=O)C1=CC(=CC=C1)NC1=NC(=NC=C1C)NC1=CC=C(C=C1)N1CCC(CC1)N1CCN(CC1)CC1=C(C=CC=C1)N1C(NC(CC1)=O)=O